7-Bromo-8-methoxyimidazo[1,2-a]pyridine BrC1=C(C=2N(C=C1)C=CN2)OC